4-(methylsulfonyl)piperazine-1-carboxamide CS(=O)(=O)N1CCN(CC1)C(=O)N